C12COCC(C(NC1)=O)N2 3-oxa-7,9-diazabicyclo[3.3.1]nonan-6-one